4-(3-(tert-butoxy)-3-oxopropyl)-2,6-dimethylbenzoic acid 2-(trimethylsilyl)Ethyl ester C[Si](CCOC(C1=C(C=C(C=C1C)CCC(=O)OC(C)(C)C)C)=O)(C)C